C(C)(C)(C)SC=1C(=C(C=CC1)C1=NN(C=C1)C)Cl 3-(3-(tert-butylmercapto)-2-chlorophenyl)-1-methyl-1H-pyrazole